CC(C(=O)NC1=C(C=C(C=C1)C(F)(F)F)C)C 2-methyl-N-(2-methyl-4-(trifluoromethyl)phenyl)propanamide